methyl 4-(bis(2,4-dimethoxybenzyl)amino)-1-(2-bromo-6-nitrophenyl)-6-oxo-1,6-dihydropyrimidine-5-carboxylate COC1=C(CN(C=2N=CN(C(C2C(=O)OC)=O)C2=C(C=CC=C2[N+](=O)[O-])Br)CC2=C(C=C(C=C2)OC)OC)C=CC(=C1)OC